ClC=1C=C(C=CC1Cl)NC(=O)[C@H]1[C@@H]2C[C@H]([C@H]([C@H]1C1=CC(=NC=C1)C(F)(F)F)O2)O (1S,2R,3R,4S,5R)-N-(3,4-dichlorophenyl)-5-hydroxy-3-(2-(trifluoromethyl)pyridin-4-yl)-7-oxabicyclo[2.2.1]Heptane-2-carboxamide